(1S,4S)-N-(3-(5-fluoropyridin-3-yl)-4-methylphenyl)-5-(2,2,2-trifluoroethyl)-2,5-diazabicyclo[2.2.1]heptane-2-carboxamide FC=1C=C(C=NC1)C=1C=C(C=CC1C)NC(=O)N1[C@@H]2CN([C@H](C1)C2)CC(F)(F)F